BrC1=C(C=C2C=C(C(=NC2=C1F)Cl)C=O)I 7-bromo-2-chloro-8-fluoro-3-formyl-6-iodoquinolin